1-(3-(2-((6-(1-methyl-1H-pyrazol-4-yl)pyrazolo[1,5-a]pyridin-4-yl)oxy)ethyl)morpholino)prop-2-en-1-one CN1N=CC(=C1)C=1C=C(C=2N(C1)N=CC2)OCCC2COCCN2C(C=C)=O